O1[C@H](CC1)CN (R)-oxetan-2-ylmethylamine